1-(benzothiophene-4-yl)piperazine hydrochloride Cl.S1C=CC2=C1C=CC=C2N2CCNCC2